4-Hydroxydimethyltryptamine OC=1C=CC=C2NC=C(CCN(C)C)C12